4-(ethylamino)-3-methylphenol C(C)NC1=C(C=C(C=C1)O)C